6-Chloro-3-[(1R)-1-[2-(6,8-dihydro-5H-imidazo[2,1-c][1,4]oxazin-2-yl)-3,6-dimethyl-4-oxo-chromen-8-yl]ethoxy]pyridine-2-sulfonamide ClC1=CC=C(C(=N1)S(=O)(=O)N)O[C@H](C)C=1C=C(C=C2C(C(=C(OC12)C=1N=C2COCCN2C1)C)=O)C